C(C)(C)(C)OC(=O)NC(C=CC(=O)[O-])CC1=CC=CC=C1 4-((tert-butoxycarbonyl)amino)-5-phenylpent-2-enoate